4-[4-[[4-[(1S)-3-hydroxy-1-methyl-propoxy]-5-[1-methyl-4-(2,2,2-trifluoroethoxy)pyrrol-3-yl]-2-pyridyl]amino]pyrimidin-2-yl]-2-methyl-pyrazol-3-ol OCC[C@@H](OC1=CC(=NC=C1C1=CN(C=C1OCC(F)(F)F)C)NC1=NC(=NC=C1)C1=C(N(N=C1)C)O)C